ClC=1C(=C(C=C(C1)C(F)(F)F)O)C=1N=NC(=CC1)N[C@@H]1CN(CCC1)C (S)-3-chloro-2-(6-((1-methylpiperidin-3-yl)amino)pyridazin-3-yl)-5-(trifluoromethyl)phenol